COC(=O)C1=C(SC(=C1C)C)N1C(=C(C=C1C)C=C(C#N)C1=NC2=C(N1)C=CC=C2)C 2-(3-(2-(1H-benzo[d]imidazol-2-yl)-2-cyanovinyl)-2,5-dimethyl-1H-pyrrol-1-yl)-4,5-dimethylthiophene-3-carboxylic acid methyl ester